[Ti].[Sb].[Sn] tin-antimony titanium